N[C@H](C(=O)N[C@H](C(=O)N[C@H](C(=O)OC)C[C@H]1C(NC(C1)(C)C)=O)CC1CC1)CC1=CC=C(C=C1)F (S)-methyl 2-((S)-2-((S)-2-amino-3-(4-fluorophenyl)propanamido)-3-cyclopropylpropanamido)-3-((R)-5,5-dimethyl-2-oxopyrrolidin-3-yl)propanoate